N(CCO)CCO.C(CCCCCCCCCCC(=O)O)C(=O)O 1,11-undecanedicarboxylic acid diethanolamine salt